C(C1=CC=CC=C1)OC(=O)NCCOC1=CC=C(C=C1)C[C@H](C(=O)OC(C)(C)C)[C@@H]1CN(CC1)C(=O)OC(C)(C)C tert-butyl (R)-3-((S)-3-(4-(2-(((benzyloxy)carbonyl)amino)ethoxy)phenyl)-1-(tert-butoxy)-1-oxopropan-2-yl)pyrrolidine-1-carboxylate